BrC1=C(C(=O)N(C(C)C)CC)C=C(C=C1)F 2-Bromo-N-ethyl-5-fluoro-N-isopropylbenzamide